ClC1=NS(C2=C(N1)C(=CC=C2)C(C)(C)C2=C(C=CC=C2)F)(=O)=O 3-chloro-5-(2-(2-fluorophenyl)propan-2-yl)-4H-benzo[e][1,2,4]thiadiazine 1,1-dioxide